OC1=C(C=C(C(=C1)O)C(C)C)NC(C1=CC=C(C=C1)F)=O N-(2,4-dihydroxy-5-isopropylphenyl)-4-fluorobenzamide